C1(=CC=C(C=C1)B1OC(C(O1)(C)C)(C)C)C1=CC=CC=C1 2-([1,1'-biphenyl]-4-yl)-4,4,5,5-tetramethyl-1,3,2-dioxaborolane